COC=1C=C(C=NC1)C1(CCC1)OCC(=O)N1CC2CCC(C1)N2C2=CC(=NC=C2)C#N 4-(3-(2-(1-(5-methoxypyridin-3-yl)cyclobutoxy)acetyl)-3,8-diazabicyclo[3.2.1]octan-8-yl)picolinonitrile